C(C)[C@](C(=O)N)(O)C |r| racemic-ethyl-lactamide